COC=1C=C(C=CC1OC)C#CC1SCCCS1 2-((3,4-Dimethoxyphenyl)ethynyl)-1,3-dithiane